3-(1'-(5-Chloro-4-(((R)-1-(2,4-dichlorophenyl)ethyl)amino)-6-methylpyrimidin-2-yl)-[3,4'-bipiperidin]-1-yl)cyclobutane-1-carboxylic acid ClC=1C(=NC(=NC1C)N1CCC(CC1)C1CN(CCC1)C1CC(C1)C(=O)O)N[C@H](C)C1=C(C=C(C=C1)Cl)Cl